1-[4-(2,3-Dimethylphenyl)piperazin-1-yl]-2-[3-(4-hydroxy-4-methylpiperidin-1-carbonyl)-5,6-dihydrocyclopenta[c]pyrazol-1(4H)-yl]ethan-1-on CC1=C(C=CC=C1C)N1CCN(CC1)C(CN1N=C(C2=C1CCC2)C(=O)N2CCC(CC2)(C)O)=O